6-(2-amino-5-(3-((ethyl(methyl)amino)methyl)-4-(tetrahydro-2H-pyran-4-yl)phenyl)-6-fluoropyridin-3-yl)-3,4-dihydroisoquinolin-1(2H)-one NC1=NC(=C(C=C1C=1C=C2CCNC(C2=CC1)=O)C1=CC(=C(C=C1)C1CCOCC1)CN(C)CC)F